N-(3-(4-cyanophenyl)-4-cyclobutyl-1-methyl-1H-pyrazol-5-yl)-4,4,4-trifluoro-3,3-dimethylbutanamide C(#N)C1=CC=C(C=C1)C1=NN(C(=C1C1CCC1)NC(CC(C(F)(F)F)(C)C)=O)C